Tert-Butyl (1-methyl-6-oxo-1,4,5,6-tetrahydropyridazin-3-yl)carbamate CN1N=C(CCC1=O)NC(OC(C)(C)C)=O